N1=CN=CC(=C1)C=1C=C2C(=NNC2=CC1)C(=O)N 5-(pyrimidin-5-yl)-1H-indazole-3-carboxamide